methoxymethyl 3-(difluoromethyl)-4-hydroxy-2,5,6-trimethylbenzoate FC(C=1C(=C(C(=O)OCOC)C(=C(C1O)C)C)C)F